(2r,4r)-1-(3-cyano-4,6-dimethylpyridin-2-yl)-N-ethyl-4-((2-oxopyrrolidin-3-yl)amino)-N-(m-tolyl)pyrrolidine-2-carboxamide C(#N)C=1C(=NC(=CC1C)C)N1[C@H](C[C@H](C1)NC1C(NCC1)=O)C(=O)N(C=1C=C(C=CC1)C)CC